3-(2-(methylsulfonyl)ethyl)piperidine isopropyl-(2S)-6-diazo-2-(2-((dimethylglycyl)oxy)-3-(1H-indol-3-yl)propanamido)-5-oxohexanoate C(C)(C)OC([C@H](CCC(C=[N+]=[N-])=O)NC(C(CC1=CNC2=CC=CC=C12)OC(CN(C)C)=O)=O)=O.CS(=O)(=O)CCC1CNCCC1